CC=1N(C(=CC1)C)C1=C(C=CC=C1)C=1C=CC2=C(NC(=N2)C)C1 6-(2-(2,5-DiMethyl-1H-Azol-1-yl)phenyl)-2-Methyl-1H-benzo[d]Imidazol